C(CCCCCCC\C=C/CCCCCCCC)N[C@@H](CC(=O)O)C(=O)O (oleyl)aspartic acid